3-ethyl-5-(3-octyl-2-benzothiazolylidene)rhodanine C(C)N1C(SC(C1=O)=C1SC2=C(N1CCCCCCCC)C=CC=C2)=S